4-((E)-3-(5-(((E)-4-((6-chloro-2-methyl-2H-indazol-5-yl)imino)-2,6-dioxo-3-(2,4,5-trifluorobenzyl)-1,3,5-triazin-1-yl)methyl)-1H-1,2,3-triazol-1-yl)-3-oxoprop-1-en-1-yl)benzonitrile ClC=1C(=CC2=CN(N=C2C1)C)\N=C/1\N(C(N(C(N1)=O)CC1=CN=NN1C(/C=C/C1=CC=C(C#N)C=C1)=O)=O)CC1=C(C=C(C(=C1)F)F)F